tert-butyl N-[[4-[2-(4-formylphenyl)-1H-pyrrolo[2,3-b]pyridin-4-yl]-2-methyl-phenyl]methyl]carbamate C(=O)C1=CC=C(C=C1)C1=CC=2C(=NC=CC2C2=CC(=C(C=C2)CNC(OC(C)(C)C)=O)C)N1